[4-[3-ethyl-1-(2-methoxyethyl) pyrazol-4-yl]-2,3-difluoro-phenyl] triflate O(S(=O)(=O)C(F)(F)F)C1=C(C(=C(C=C1)C=1C(=NN(C1)CCOC)CC)F)F